C[C@@H]1N(CCC1)CC1=NC2=C(N1)C=CC(=C2)NC(=O)C=2C=CC(=NC2)N2CCN(CC2)CCC2CCN(CC2)C(=O)OC(C)(C)C tert-butyl (S)-4-(2-(4-(5-((2-((2-methylpyrrolidin-1-yl)methyl)-1H-benzo[d]imidazol-5-yl)carbamoyl)pyridin-2-yl)piperazin-1-yl)ethyl)piperidine-1-carboxylate